The molecule is a trihydroxyanthraquinone that is 9,10-anthraquinone which is substituted by a carboxy group at position 2, a methyl group at position 3, and hydroxy groups at positions 1, 6, and 8. It has a role as a metabolite. It is a monocarboxylic acid, a member of phenols and a trihydroxyanthraquinone. CC1=CC2=C(C(=C1C(=O)O)O)C(=O)C3=C(C2=O)C=C(C=C3O)O